2-(2-amino-2-(2-(benzyloxy)-5-fluoropyridin-3-yl)cyclopropyl)ethan-1-ol NC1(C(C1)CCO)C=1C(=NC=C(C1)F)OCC1=CC=CC=C1